tert-Butyl (4,4-difluorocyclohexyl)(5-oxopentyl)carbamate FC1(CCC(CC1)N(C(OC(C)(C)C)=O)CCCCC=O)F